1-(4-[(2-chloro-6-fluorophenyl)carbamoyl]-2-fluoro-5-{[(2S)-1,1,1-trifluoroprop-2-yl]oxy}phenyl)-4-ethyl-5-oxo-4,5-dihydro-1H-1,2,4-triazole-3-carboxamide ClC1=C(C(=CC=C1)F)NC(=O)C1=CC(=C(C=C1O[C@H](C(F)(F)F)C)N1N=C(N(C1=O)CC)C(=O)N)F